(S)-2-(3-((S)-5-amino-1-carboxypentyl)ureido)glutaric acid NCCCC[C@@H](C(=O)O)NC(N[C@H](C(=O)O)CCC(=O)O)=O